1,2-cyclohex-anedione C1(C(CCCC1)=O)=O